6-[(1-methyl-4-nitro-1H-imidazol-5-yl)thio]-9-[4-O-(β-D-galactopyranosyl)-D-fructofuranosyl]-9H-purine CN1C=NC(=C1SC1=C2N=CN(C2=NC=N1)C1(CO)[C@@H](O)[C@H](O[C@H]2[C@H](O)[C@@H](O)[C@@H](O)[C@H](O2)CO)[C@H](O1)CO)[N+](=O)[O-]